ClC1=CC=C(COC=2C=CC3=C(O[C@@H](CO3)CNC(=O)C=3OC(=CC3)CN3CCN(CC3)C)C2)C=C1 5-(4-Methyl-piperazin-1-ylmethyl)-furan-2-carboxylic acid [(R)-7-(4-chloro-benzyloxy)-2,3-dihydro-benzo[1,4]dioxin-2-ylmethyl]-amide